3-(3-bromophenyl)-1,4-dimethyl-1H-pyrazole BrC=1C=C(C=CC1)C1=NN(C=C1C)C